NC1=C2C=C(N(C2=CC=C1)C1=NN2C=CC=C2C(=N1)NCC1=CC=CC=C1)C 5-(4-amino-2-methyl-1-indolyl)-7-benzylamino-3a,4,6-triazaindene